(6-methyl-2H-indazol-5-yl)boronic acid CC=1C(=CC2=CNN=C2C1)B(O)O